cis-3-octadecene-1,1-dicarboxylic acid anhydride C1(C\C=C/CCCCCCCCCCCCCC)C(=O)OC1=O